p-hydroxyaniline sulfate S(=O)(=O)(O)O.OC1=CC=C(N)C=C1